[Na+].[Na+].P(=O)([O-])([O-])O[C@@H]1[C@H](O)[C@@H](O)[C@H](O)[C@H](O1)CO alpha-D-glucose 1-phosphate disodium salt